FC1CCS(OCC1)(=O)=O 5-fluorooxathiepane 2,2-dioxide